C(C=C)=N Formylethyleneimine